hydroxypropylsulphonate OCCCS(=O)(=O)[O-]